(2S)-3-hydroxy-2-(1-oxo-2,5-diazaspiro[3.4]octan-2-yl)propanamide OC[C@@H](C(=O)N)N1C(C2(C1)NCCC2)=O